methyl 6-bromo-2-(3-iodophenyl)-5-oxohexanoate BrCC(CCC(C(=O)OC)C1=CC(=CC=C1)I)=O